3-(2-{2-[2-(2-Aminoethoxy)-ethoxy]-ethoxy-ethoxy}-propionyl)pseudouridine NCCOCCOCCOCCOC(C(=O)N1C(NC=C([C@H]2[C@H](O)[C@H](O)[C@@H](CO)O2)C1=O)=O)C